N-[2-(7-fluoro-1H-indol-3-yl)ethyl]propane-1-amine FC=1C=CC=C2C(=CNC12)CCNCCC